(S)-(1-(2-chloro-4-methyl-6-(trifluoromethyl)nicotinoyl)pyrrolidin-3-yl)carbamate ClC1=C(C(=O)N2C[C@H](CC2)NC([O-])=O)C(=CC(=N1)C(F)(F)F)C